(3-([1,1'-Biphenyl]-2-ylethynyl)-1H-indazol-5-yl)(2,8-diazaspiro[4.5]decan-8-yl)methanone C1(=C(C=CC=C1)C#CC1=NNC2=CC=C(C=C12)C(=O)N1CCC2(CCNC2)CC1)C1=CC=CC=C1